(R)-3-(3-methyl-2-oxoimidazolin-1-yl)piperidine CN1C(N(CC1)[C@H]1CNCCC1)=O